O=C1CNC=C1 3-oxo-2,3-dihydro-1H-pyrrole